OCCCC(=O)NC(C(=O)OC)C1=CC(=CC=C1)OC methyl (4-hydroxybutanamido)(3-methoxyphenyl)acetate